bromo-5-chloro-2-(difluoromethoxy)benzohydrazide BrC=1C(=C(C(=O)NN)C=C(C1)Cl)OC(F)F